COC1=CC=C(C=C1)C=1C=C2CN(CC2=CC1)C(=O)NC1=C(NC2=CC=CC=C12)C 5-(4-methoxyphenyl)-N-(2-methyl-1H-indol-3-yl)isoindoline-2-carboxamide